(R)-7-(2-((2-ethyl-4-(3-methylpiperazin-1-yl)phenyl)amino)-5-(trifluoromethyl)pyrimidin-4-yl)-4-(oxetan-3-yl)-3,4-dihydrothieno[2,3-f][1,4]thiazepin-5(2H)-one 1,1-dioxide C(C)C1=C(C=CC(=C1)N1C[C@H](NCC1)C)NC1=NC=C(C(=N1)C1=CC2=C(C(N(CCS2(=O)=O)C2COC2)=O)S1)C(F)(F)F